(E)-N-(4-(8-(2-chloro-6-methoxy-4-(2-oxopyrrolidin-1-yl)phenyl)indolizine-3-carbonyl)-2,6-difluorophenyl)-4-(((1r,4r)-4-methoxycyclohexyl)amino)but-2-enamide ClC1=C(C(=CC(=C1)N1C(CCC1)=O)OC)C1=CC=CN2C(=CC=C12)C(=O)C1=CC(=C(C(=C1)F)NC(\C=C\CNC1CCC(CC1)OC)=O)F